N[C@H](C)C1=NN2C(C=C(C=C2N2C(N(C(C2)=O)C)=O)C)=C1 |o1:1| (R*)-1-(2-(1-aminoethyl)-5-methylpyrazolo[1,5-a]pyridin-7-yl)-3-methylimidazolidine-2,4-dione